2-((2-((5-(benzyloxy)-2,4-dichlorophenyl)amino)-2-oxoethyl)thio)acetic acid C(C1=CC=CC=C1)OC=1C(=CC(=C(C1)NC(CSCC(=O)O)=O)Cl)Cl